BrC1=CC=C(C=C1)P(C1=NC2=CC=CC=C2C(=C1)C(F)F)(C1=CC=C(C=C1)Br)=O bis(4-bromophenyl)(4-difluoromethyl-quinolin-2-yl)phosphorus oxide